para-ethylanisole C(C)C1=CC=C(C=C1)OC